benzyl-galactal C(C1=CC=CC=C1)C=1O[C@@H]([C@@H]([C@@H](C1)O)O)CO